5-fluoro-7-(((tetrahydro-2H-pyran-4-yl)methyl)thio)-2-(((tetrahydro-2H-pyran-4-yl)thio)methyl)quinazolin-4(3H)-one FC1=C2C(NC(=NC2=CC(=C1)SCC1CCOCC1)CSC1CCOCC1)=O